1H-indol-2,3,4,5,6,7-d6 N1C(=C(C2=C(C(=C(C(=C12)[2H])[2H])[2H])[2H])[2H])[2H]